FC1=C(C=CC=C1F)C1=CC(=CC=C1)C1NOCC1 3-(2',3'-difluoro-[1,1'-biphenyl]-3-yl)isoxazolidin